Cl.N[C@H](C(=O)N[C@@H]1C(NCCCC1)=O)C (S)-2-amino-N-((S)-2-oxoazepan-3-yl)propanamide hydrochloride